2-[[2-(2-chlorophenyl)-3-(4-chlorophenyl)-7-isopropoxy-pyrazolo[1,5-a]pyrimidin-5-yl]-methyl-amino]ethanol ClC1=C(C=CC=C1)C1=NN2C(N=C(C=C2OC(C)C)N(CCO)C)=C1C1=CC=C(C=C1)Cl